[S-]CC.[Na+].BrC1=CC=CC=2C=3N(C(=NC12)NC=1C(N=CC=CC1)=O)N=C(N3)C=3C(=NN(C3)CC)C (3R)-3-{[7-bromo-2-(1-ethyl-3-methyl-1H-pyrazol-4-yl)[1,2,4]triazolo[1,5-c]quinazolin-5-yl]amino}azepin-2-one Sodium thioethoxide